6-(hydroxymethyl)-5',6'-dihydro-[2,3'-bipyridine]-1'(2'H)-formic acid OCC1=CC=CC(=N1)C=1CN(CCC1)C(=O)O